tert-butyl [2-(4-methyl-1,3-oxazol-5-yl)-2-oxoethyl]carbamate CC=1N=COC1C(CNC(OC(C)(C)C)=O)=O